3-(5-(difluoromethyl)-1,3,4-thiadiazol-2-yl)-N-(1-methylcyclopropyl)-8-(piperidin-4-yl)imidazo[1,5-a]pyridine-6-sulfonamide formate C(=O)O.FC(C1=NN=C(S1)C1=NC=C2N1C=C(C=C2C2CCNCC2)S(=O)(=O)NC2(CC2)C)F